(1r,3r)-3-((tert-butyldimethylsilyl)oxy)cyclobutane-1-carboxylic acid methyl ester COC(=O)C1CC(C1)O[Si](C)(C)C(C)(C)C